C(C)(=O)N1N=CC=2C1=CN=C(C2)NC(OC(C)(C)C)=O tert-butyl (1-acetyl-1H-pyrazolo[3,4-c]pyridin-5-yl)carbamate